desmethylanethol C1(=CC=C(C=C)C=C1)OC